FC1=C(CNC(=O)C2=NN(C(=C2)S(=O)C)C2=CC=C(C=C2)F)C=C(C=C1)OC1=CC=NC=2NC(CCC12)=O N-(2-fluoro-5-((7-oxo-5,6,7,8-tetrahydro-1,8-naphthyridin-4-yl)oxy)benzyl)-1-(4-fluorophenyl)-5-(methylsulfinyl)-1H-pyrazole-3-carboxamide